C=CC=CC=CC=CC 13Z-nonatetraene